1-(5,5-dimethyl-1-cyclohexen-1-yl)4-penten-1-one Diisopropylethyl-acetate C(C)(C)C(C(=O)O)(CC)C(C)C.CC1(CCC=C(C1)C(CCC=C)=O)C